lithium iron chlorosulfide ClSCl.[Fe].[Li]